[As+3].[Te-2].[Cd+2] cadmium telluride arsenic